α,α,2,4,6-pentafluoro-benzenepropanoic acid FC(C(=O)O)(CC1=C(C=C(C=C1F)F)F)F